7-fluoro-8-(6-(3-(4-fluoropiperidin-1-yl)propoxy)pyridin-3-yl)-1-isopropyl-3-methyl-1,3-dihydro-2H-imidazo[4,5-c]cinnolin-2-one FC=1C(=CC=2C3=C(N=NC2C1)N(C(N3C(C)C)=O)C)C=3C=NC(=CC3)OCCCN3CCC(CC3)F